3-{[TRIS(hydroxymethyl)methyl]amino}propanesulfonic acid OCC(CO)(CO)NCCCS(=O)(=O)O